C[Si](CCCC#N)(C)C 4-(trimethylsilyl)butanenitrile